C(C)(C)(C)OC(=O)N1C[C@@H](N(CC1)C(C1=C(C(=C(C(=C1)Cl)I)Cl)F)=O)CCO (3S)-4-(3,5-dichloro-2-fluoro-4-iodo-benzoyl)-3-(2-hydroxyethyl)piperazine-1-carboxylic acid tert-butyl ester